C(C)(=O)OC[C@@H]1OC([C@@H]([C@H]([C@H]1CC(=O)O)CC(=O)O)CC(=O)O)OC1=C(C(=CC=C1)C(CCC(=O)OC)=O)N.CC1=CC2=C(C3=CC=CC=C3C(=C2C=C1C)OCCCC)OCCCC 2,3-dimethyl-9,10-di(n-butoxy)anthracene (2R,3R,4S,5R)-2-(acetoxymethyl)-6-(2-amino-3-(4-methoxy-4-oxobutanoyl)phenoxy)tetrahydro-2H-pyran-3,4,5-triyl-triacetate